OC1(CN(C1)C(=O)NC=1SC(=CN1)C#CC1=C(C=CC(=C1)C(NC1=NC=CC(=C1)C(F)(F)F)=O)C)C 3-hydroxy-3-methyl-N-(5-((2-methyl-5-((4-(trifluoromethyl)pyridin-2-yl)carbamoyl)phenyl)ethynyl)thiazol-2-yl)azetidine-1-carboxamide